3-(4'-methyl-[1,1'-biphenyl]-2-yl)-2-phenyl-1H-indole CC1=CC=C(C=C1)C1=C(C=CC=C1)C1=C(NC2=CC=CC=C12)C1=CC=CC=C1